FC1=C(C(=CC=C1)C)N1CCC(CC1)N1C(N(C=2C(C1C)=CNN2)CC2=C(C=CC=C2)C(F)(F)F)=O 5-[1-(2-fluoro-6-methyl-phenyl)-piperidin-4-yl]-4-methyl-7-(2-trifluoromethyl-benzyl)-2,4,5,7-tetrahydro-pyrazolo[3,4-d]Pyrimidin-6-one